N-(4-((2',6'-difluoro-[1,1'-biphenyl]-3-yl)amino)-7-(3-(4-ethylpiperazin-1-yl)propoxy)quinazolin-6-yl)acrylamide FC1=C(C(=CC=C1)F)C1=CC(=CC=C1)NC1=NC=NC2=CC(=C(C=C12)NC(C=C)=O)OCCCN1CCN(CC1)CC